CC(C)=C1CCC(CC1)N1CCC(CC1)N1C=C(C2=CC=CC=C12)CCN 2-(1-(1-(4-(propan-2-ylidene)cyclohexyl)piperidin-4-yl)-1H-indol-3-yl)ethan-1-amine